C1(=CC=CC=C1)P(C1=CC=CC=C1)C(C(C)P(C1=CC=CC=C1)C1=CC=CC=C1)C Bis(di-phenylphosphino)butan